caprylyl heptanoate C(CCCCCC)(=O)OC(CCCCCCC)=O